NC[C@H]1N([C@H](C2=C1C=NC=1C(=C(C(=CC21)OC)Cl)Cl)C)C(CO)=O 1-((1S,3S)-3-(aminomethyl)-6,7-dichloro-8-methoxy-1-methyl-1,3-dihydro-2H-pyrrolo[3,4-c]quinolin-2-yl)-2-hydroxyethan-1-one